7-methoxy-1-(3-(S-methylsulfonimidoyl)benzyl)-1,3-dihydro-2H-imidazo[4,5-c][1,8]naphthyridin-2-one COC=1C=CC=2C3=C(C=NC2N1)NC(N3CC3=CC(=CC=C3)S(=O)(=N)C)=O